(1,2-dimethylbenzimidazol-5-yl)boronic acid CN1C(=NC2=C1C=CC(=C2)B(O)O)C